ClC(=O)N(CC(=O)OC)C=1C=NC=C(C1)C1(OCC1)C(F)(F)F methyl 2-[chlorocarbonyl-[5-[2-(trifluoromethyl)oxetan-2-yl]-3-pyridyl]amino]acetate